3-fluoro-4-(((6-(1-((6-(3-hydroxyoxetan-3-yl)-1-(thiazol-5-ylmethyl)-1H-benzo[d]imidazol-2-yl)methyl)piperidin-4-yl)pyridin-2-yl)oxy)methyl)benzonitrile FC=1C=C(C#N)C=CC1COC1=NC(=CC=C1)C1CCN(CC1)CC1=NC2=C(N1CC1=CN=CS1)C=C(C=C2)C2(COC2)O